(S)-2-(4-(2-(4-cyano-2-fluorophenyl)benzo[d][1,3]dioxol-4-yl)-2,6-difluorobenzyl)-1-(oxetan-2-ylmethyl)-1H-benzo[d]imidazole-6-carboxylic acid C(#N)C1=CC(=C(C=C1)C1OC2=C(O1)C=CC=C2C2=CC(=C(CC1=NC3=C(N1C[C@H]1OCC1)C=C(C=C3)C(=O)O)C(=C2)F)F)F